C1(=CC=CC=C1)P(C1=CC=CC=C1)C1=CC=CC=C1.ClCOCCl chloromethyl ether triphenylphosphine salt